N-benzyl-3'-fluoro-4,4',5-trimethoxy-[1,1'-biphenyl]-2-sulfonamide C(C1=CC=CC=C1)NS(=O)(=O)C=1C(=CC(=C(C1)OC)OC)C1=CC(=C(C=C1)OC)F